C(C)C1(CC=C(C=C1)CC)C1(CC=C(C=C1)C1=CC=CC=C1)C1(CC=C(C=C1)CC)CC 1,1-bis(p-diethylphenyl)-4,4-biphenyl